O[C@@H]1[C@@H](CCC=2C=CC(=CC12)C(=O)N)[C@H]1N2C(C3=CC=CC=C13)=CN=C2 (7S,8R)-8-hydroxy-7-((R)-5H-imidazo[5,1-a]isoindol-5-yl)-5,6,7,8-tetrahydronaphthalene-2-carboxamide